ClC1=CC(=C(N=N1)N)NC 6-chloro-N4-methylpyridazine-3,4-diamine